hydrochloride iron [Fe].Cl